O=C1NC=CC2=C1N=NC(=C2)NC(=O)C2CC2 N-(8-oxo-7,8-dihydropyrido[3,4-c]pyridazin-3-yl)cyclopropaneformamide